ClC1=CC2=CC=CC=C2C=C1B(O)O 2-CHLORONAPHTHALENE-3-BORONIC ACID